O=C1CCN(CC1)C1=CC(=NC=C1)NC=1SC2=C(N1)C=CC(=C2)C#N 2-((4-(4-oxopiperidin-1-yl)pyridin-2-yl)-amino)benzo[d]thiazole-6-carbonitrile